N-(7-chloro-6-(1-cyanopropan-2-yl)isoquinolin-3-yl)-2-(pyridin-2-yl)cyclopropane-1-carboxamide ClC1=C(C=C2C=C(N=CC2=C1)NC(=O)C1C(C1)C1=NC=CC=C1)C(CC#N)C